BrC1=CC=CC(=N1)C(=NS(=O)C(C)(C)C)C1CC(C1)(F)F N-((6-bromopyridin-2-yl)(3,3-difluorocyclobutyl)methylene)-2-methylpropane-2-sulfinamide